C(=CC=CCCCCCCCCCC)C(OC)OC(C=CC=CCCCCCCCCCC)OC tetradecadien-1-ylmethoxymethyl ether